bis[4-bis(m-tolyl)aminophenyl]-N,N'-diphenyl-benzidine C1(=CC(=CC=C1)N(C1=CC=C(C=C1)N(C1=CC=C(C2=CC=C(N(C3=CC=CC=C3)C3=CC=C(C=C3)N(C=3C=C(C=CC3)C)C=3C=C(C=CC3)C)C=C2)C=C1)C1=CC=CC=C1)C=1C=C(C=CC1)C)C